4-(methylamino)piperidine-1-carboxylate CNC1CCN(CC1)C(=O)[O-]